FC1=C(C(=CC=C1)C)C1=CC(=C2C=C(N=CC2=C1)N)OC1CCNCC1 7-(2-fluoro-6-methyl-phenyl)-5-(4-piperidyloxy)isoquinolin-3-amine